4-methylpyridazin-3(2H)-one CC=1C(NN=CC1)=O